CN1C(=CC=2C1=NC=CC2N2C[C@@H](C[C@@H](C2)C)N)C (3R,5S)-1-(1,2-dimethyl-1H-pyrrolo[2,3-b]pyridin-4-yl)-5-methylpiperidin-3-amine